2-methoxy-5-[[4-(4,4,5,5-tetramethyl-1,3,2-dioxaborolan-2-yl)pyrazol-1-yl]methyl]pyridine COC1=NC=C(C=C1)CN1N=CC(=C1)B1OC(C(O1)(C)C)(C)C